C(=C)C=1C=C2C=C(NC2=CC1)C(=O)O 5-vinyl-1H-indole-2-carboxylic acid